2-methyl-1-(pyrrolidin-1-yl)propan-2-amine CC(CN1CCCC1)(C)N